ClCC=1C=C(C(=NC1)O[C@@H]1C[C@@]2(N(C=3C(=NN=C(C3)C3=C(C(=CC=C3)F)O)NC2)C1)C(F)F)OC 2-((6aS,8R)-8-((5-(chloromethyl)-3-methoxypyridin-2-yl)oxy)-6a-(difluoromethyl)-5,6,6a,7,8,9-hexahydropyrrolo[1',2':4,5]pyrazino[2,3-c]pyridazin-2-yl)-6-fluorophenol